6-[5-bromo-1-(4-chlorophenyl)-7-fluoro-1-hydroxy-3-oxo-1,3-dihydro-isoindol-2-ylmethyl]-nicotinonitrile BrC=1C=C2C(N(C(C2=C(C1)F)(O)C1=CC=C(C=C1)Cl)CC1=NC=C(C#N)C=C1)=O